6-[4-[(4-ethylpiperazin-1-yl)methyl]phenyl]-N-[(1R)-1-phenyl-ethyl]-7H-pyrrolo[2,3-d]pyrimidin-4-amine C(C)N1CCN(CC1)CC1=CC=C(C=C1)C1=CC2=C(N=CN=C2N[C@H](C)C2=CC=CC=C2)N1